3-Amino-7-(trifluoromethoxy)benzo[e][1,2,4]triazine-1-oxide NC=1N=[N+](C2=C(N1)C=CC(=C2)OC(F)(F)F)[O-]